C(C)OC(C(C(C(F)(F)F)(F)F)(F)F)(F)F ethoxy-nonafluorobutane